2-Nitro-6-methoxyphenol [N+](=O)([O-])C1=C(C(=CC=C1)OC)O